3,3-bis(4-methoxyphenyl)-6,7,10,11-tetramethyl-13-(2-hydroxycarbonylethyl)carboxy-13-methyl-3H,13H-indeno[2',3':3,4]-naphtho[1,2-b]pyran COC1=CC=C(C=C1)C1(C=C(C2=C(O1)C=1C=C(C(=CC1C1=C2C(C2=CC(=C(C=C21)C)C)(C)CCC(=O)O)C)C)C(=O)O)C2=CC=C(C=C2)OC